7-[5-(difluoromethyl)-2-methyl-pyrazol-3-yl]sulfonyl-7-azaspiro[3.5]nonan-2-one FC(C=1C=C(N(N1)C)S(=O)(=O)N1CCC2(CC(C2)=O)CC1)F